C(CCCCCCC)(=O)OCCCCCCCC\C=C/CCCCCC palmitoleyl caprylate